3-methoxy-4-nitrobenzoate COC=1C=C(C(=O)[O-])C=CC1[N+](=O)[O-]